[N+](=O)([O-])C1=NC=CC=C1OC=1C(=NN(C1)C=1C=NC=CC1)C(=O)N 4-((2-nitropyridin-3-yl)oxy)-1-(pyridin-3-yl)-1H-pyrazole-3-carboxamide